FC1(CCC(CC1)[C@H](NC(=O)C1=NON=C1C)C=1N=C2N(N=CC(=C2)[C@@H](CCOC)N2C(N[C@@H](C2)C(F)(F)F)=O)C1)F |o1:25| N-((S)-(4,4-Difluorocyclohexyl)(7-((R*)-3-methoxy-1-((S)-2-oxo-4-(trifluoromethyl)imidazolidin-1-yl)propyl)imidazo[1,2-b]pyridazin-2-yl)methyl)-4-methyl-1,2,5-oxadiazole-3-carboxamide